1H-pyrazole-5-carboximidamide N1N=CC=C1C(N)=N